FC[C@H]1N(C[C@@H]([C@H]([C@@H]1O)O)O)CCC1=C(C=CC=C1)F (2s,3r,4r,5s)-2-(fluoromethyl)-1-(2-fluorophenethyl)piperidine-3,4,5-triol